NC1=NC(=C(C=2N1N=C(N2)NC2=NC=CC=C2)C2=CC(=NC(=C2)C)C)C2=C(C#N)C=CC=C2 (5-amino-8-(2,6-dimethylpyridin-4-yl)-2-(pyridin-2-ylamino)-[1,2,4]triazolo[1,5-c]pyrimidin-7-yl)benzonitrile